FC1=C(C(=CC=C1)F)C1(CCC1)C(/C=C/[C@H]1[C@@H](C[C@H]2[C@@H]1CCC1=C(O2)C(=C(C=C1)C(=O)O)C)O)O (1R,2R,3aS,10aR)-1-{(1E,3ξ)-3-[1-(2,6-difluorophenyl)cyclobutyl]-3-hydroxy-1-propen-1-yl}-2-hydroxy-5-methyl-2,3,3a,9,10,10a-hexahydro-1H-benzo[b]cyclopenta[f]oxepin-6-carboxylic acid